N-(4-(4-amino-2,7-dimethyl-7H-pyrrolo[2,3-d]pyrimidin-5-yl)-3-methylphenyl)-2-hydroxy-2-(2-(trifluoromethyl)phenyl)acetamide NC=1C2=C(N=C(N1)C)N(C=C2C2=C(C=C(C=C2)NC(C(C2=C(C=CC=C2)C(F)(F)F)O)=O)C)C